3-(1,4-dimethyl-1H-benzo[d][1,2,3]triazol-5-yl)-3-(3-formyl-4-methylphenyl)-2,2-dimethylpropionate CN1N=NC2=C1C=CC(=C2C)C(C(C(=O)[O-])(C)C)C2=CC(=C(C=C2)C)C=O